[Se].[As].[Ge] Germanium-Arsenic-Selenium